tert-butyl-((3,6-diamino-2-(trifluoromethyl) phenyl) amino) piperidine-1-carboxylate N1(CCCCC1)C(=O)ON(C1=C(C(=CC=C1N)N)C(F)(F)F)C(C)(C)C